N'-[4,6-dichloro-5-(trifluoromethyl)pyrimidin-2-yl]-N,N-dimethyl-formamidine ClC1=NC(=NC(=C1C(F)(F)F)Cl)N=CN(C)C